C1(=CC=CC=C1)C1N(CC2=CC=CC=C2C1)C=O 3-phenyl-3,4-dihydro-1H-isoquinoline-2-carbaldehyde